C(C(=C)C)(=O)OCCO[Si](C)(C)C 2-(trimethylsiloxy)-ethyl methacrylate